C[C@@]1(O)[C@H](O)[C@@H](OCC2=CC=CC=C2)[C@@H](OCC2=CC=CC=C2)[C@H](O1)C(O)C(CCC(=O)C)=O Methyl-3,4-di-O-benzyl-6-levulinyl-alpha-D-galactopyranose